FC=1C=C(C=C(C1)F)NC1=CC=NC2=CC(=CC=C12)NC1=CC=C(C=C1)OC N4-(3,5-Difluorophenyl)-N7-(4-methoxyphenyl)chinolin-4,7-diamin